2-Amino-4-[5-chloro-7-[[(2R)-tetrahydrofuran-2-yl]methoxy]-1,3-dihydrofuro[3,4-f]quinolin-4-yl]-7-fluoro-benzothiophene-3-carbonitrile NC=1SC2=C(C1C#N)C(=CC=C2F)C2=C1C(=C3C=CC(=NC3=C2Cl)OC[C@@H]2OCCC2)COC1